C1(=CC=CC=C1)[C@@H](C)NC(=O)C1=NNC=N1 (R)-N-(1-phenylethyl)-1H-1,2,4-triazole-3-carboxamide